C(#N)C1CC1 trans-2-cyanocyclopropane